6-Bromo-3-ethylsulfanyl-5-fluoro-7,9-dihydrofuro[3,4-f]quinazolin-1-ol BrC=1C2=C(C3=C(N=C(N=C3C1F)SCC)O)COC2